N'-((1-ethyl-3,5-diisopropyl-1H-pyrazol-4-yl)carbamoyl)-6,7-dihydro-5H-pyrazolo[5,1-b][1,3]oxazine-3-sulfonimidamide C(C)N1N=C(C(=C1C(C)C)NC(=O)N=S(=O)(N)C=1C=NN2C1OCCC2)C(C)C